((S)-4,4-difluoropyrrolidin-2-yl)-N-((2-(6-((cis)-2,6-dimethylmorpholino)pyridin-2-yl)-1,6-naphthyridin-7-yl)methyl)-4-methylbenzamide FC1(C[C@H](NC1)C1=C(C(=O)NCC2=NC=C3C=CC(=NC3=C2)C2=NC(=CC=C2)N2C[C@@H](O[C@@H](C2)C)C)C=CC(=C1)C)F